5-(5-chloropyrimidin-2-yl)-2-azabicyclo[2.2.1]heptane ClC=1C=NC(=NC1)C1C2CNC(C1)C2